BrC=1C=C(OCCCOC2=CC(=NC(=C2)Cl)C#N)C=CC1 4-(3-(3-bromophenoxy)propoxy)-6-chloropicolinonitrile